(2S,3R,4S,5R)-tetrahydro-2H-pyran-2,3,4,5-tetrayl tetrakis(3-((3,4-dihydroxy-5-((3,4,5-trihydroxybenzoyl) oxy) benzoyl) oxy)-4,5-dihydroxybenzoate) OC=1C=C(C(=O)OC=2C=C(C(=O)O[C@@H]3OC[C@H]([C@@H]([C@H]3OC(C3=CC(=C(C(=C3)O)O)OC(C3=CC(=C(C(=C3)OC(C3=CC(=C(C(=C3)O)O)O)=O)O)O)=O)=O)OC(C3=CC(=C(C(=C3)O)O)OC(C3=CC(=C(C(=C3)OC(C3=CC(=C(C(=C3)O)O)O)=O)O)O)=O)=O)OC(C3=CC(=C(C(=C3)O)O)OC(C3=CC(=C(C(=C3)OC(C3=CC(=C(C(=C3)O)O)O)=O)O)O)=O)=O)C=C(C2O)O)C=C(C1O)OC(C1=CC(=C(C(=C1)O)O)O)=O